3-ethyl-7-((3-oxo-4-((3-oxocyclopentyl)methyl)piperazin-1-yl)methyl)quinolin-2(1H)-one C(C)C=1C(NC2=CC(=CC=C2C1)CN1CC(N(CC1)CC1CC(CC1)=O)=O)=O